(S)-N-(5-bromo-6-(difluoromethoxy)pyridin-3-yl)-N'-(6-chloro-4-(1-methoxyethyl)-1,5-naphthyridin-3-yl)urea BrC=1C=C(C=NC1OC(F)F)NC(=O)NC=1C=NC2=CC=C(N=C2C1[C@H](C)OC)Cl